Racemic-6-chloro-1,2,3,4-tetrahydro-1-naphthalenecarbaldehyde ClC=1C=C2CCC[C@H](C2=CC1)C=O |r|